(3,5-diphenyl)benzidine C1(=CC=CC=C1)C=1C=C(C=C(C1N)C1=CC=CC=C1)C1=CC=C(N)C=C1